C(C)C=1C(NC=2C=C(C=NC2C1)C(C)(C)NC1CC(C1)NC=1C=CC(=NC1)C(=O)NC)=O 5-((3-((2-(7-ethyl-6-oxo-5,6-dihydro-1,5-naphthyridin-3-yl)propan-2-yl)amino)cyclobutyl)amino)-N-methylpicolinamide